FC(C(=O)O)(F)F.FC(C(=O)O)(F)F.N1=CNC(C2=CC=CC=C12)=O quinazolin-4(3H)-one bistrifluoroacetate salt